(E,E,E)-geranylgeranyl diphosphate O(P([O-])(=O)OP(=O)([O-])[O-])C\C=C(/C)\CC\C=C(\CC\C=C(/C)\CCC=C(C)C)/C